2-bromo-1-(4-dimethylaminophenyl)ethanone BrCC(=O)C1=CC=C(C=C1)N(C)C